Methyl 5-(3-(4-(((benzyloxy)carbonyl)amino)butoxy)azetidin-1-yl)benzo[c][2,6]naphthyridine-8-carboxylate C(C1=CC=CC=C1)OC(=O)NCCCCOC1CN(C1)C1=NC2=C(C3=CN=CC=C13)C=CC(=C2)C(=O)OC